(1S,3aR,6aS)-N-((S,E)-4-fluoro-4-(methylsulfonyl)-1-((R)-2-oxopyrrolidin-3-yl)but-3-en-2-yl)-2-(9-hydroxy-9H-fluorene-9-carbonyl)octahydrocyclopenta[c]pyrrole-1-carboxamide F\C(=C/[C@H](C[C@@H]1C(NCC1)=O)NC(=O)[C@H]1N(C[C@H]2[C@@H]1CCC2)C(=O)C2(C1=CC=CC=C1C=1C=CC=CC21)O)\S(=O)(=O)C